3-((7,8-Dichloro-1-methyl-2-oxo-1,2,3,4,5,6-hexahydroazepino[4,5-b]indol-10-yl)oxy)propyl acetate C(C)(=O)OCCCOC=1C=2C3=C(NC2C(=C(C1)Cl)Cl)CCNC(C3C)=O